NC1=C2C(=NC=N1)N(N=C2C=2C=NC(=CC2)OC)C(CC)C2=NC1=CC=C(C=C1C(N2C2CC2)=O)F 2-(1-(4-amino-3-(6-methoxypyridin-3-yl)-1H-pyrazolo[3,4-d]pyrimidin-1-yl)propyl)-3-cyclopropyl-6-fluoroquinazolin-4(3H)-one